N1(CCC1)CC=1N=C2N(C(=NC=C2C2=CC=NN2C)NCC2=C(C=CC3=C2CCO3)F)C1 2-(azetidin-1-ylmethyl)-N-((5-fluoro-2,3-dihydrobenzofuran-4-yl)methyl)-8-(1-methyl-1H-pyrazol-5-yl)imidazo[1,2-c]pyrimidin-5-amine